(S)-N-(1-((4-(3-(hydroxymethyl)pyridin-4-yl)-3-methoxyphenyl)amino)-1-oxo-3,3-diphenylpropan-2-yl)-1-methyl-1H-pyrazole-5-carboxamide OCC=1C=NC=CC1C1=C(C=C(C=C1)NC([C@H](C(C1=CC=CC=C1)C1=CC=CC=C1)NC(=O)C1=CC=NN1C)=O)OC